C(\C=C\CCCCCC\C=C/CCCCC)=O (E,Z)-10,2-hexadecadienal